tert-butyl 6-((2-((1-(2-hydroxyethyl)-1H-pyrazol-3-yl) methyl)-1-oxo-1,2-dihydro-phthalazin-6-yl) sulfonyl)-2,3-dihydro-4H-benzo[b][1,4]oxazine-4-carboxylate OCCN1N=C(C=C1)CN1C(C2=CC=C(C=C2C=N1)S(=O)(=O)C1=CC2=C(OCCN2C(=O)OC(C)(C)C)C=C1)=O